3-chloro-N-(3,4-dichlorobenzyl)quinoxalin-2-amine ClC=1C(=NC2=CC=CC=C2N1)NCC1=CC(=C(C=C1)Cl)Cl